aminopropyl-aminopropylmethyldimethoxysilan NCCCCO[Si](OC)(C)CCCN